2,2'-propylenebis(4-isopropyl-6-tert-butylphenol) C(C(C)C1=C(C(=CC(=C1)C(C)C)C(C)(C)C)O)C1=C(C(=CC(=C1)C(C)C)C(C)(C)C)O